C(C)(C)(C)OC([C@H](CC(=O)O)NC(=O)OCC1C2=CC=CC=C2C=2C=CC=CC12)=O (3S)-4-(tert-butoxy)-3-{[(9H-fluoren-9-ylmethoxy)carbonyl]amino}-4-oxobutanoic acid